4-{1-[2-Amino-4-(trifluoromethoxy)benzoyl]piperidin-4-yl}-7-[(3R)-3-methoxypyrrolidin-1-yl]pyrido[2,3-b]pyrazin-3-one NC1=C(C(=O)N2CCC(CC2)N2C3=C(N=CC2=O)C=C(C=N3)N3C[C@@H](CC3)OC)C=CC(=C1)OC(F)(F)F